C(C)(C)(C)OC(=O)NC1=C2N=CN(C2=NC=N1)CC1=C(C=CC(=C1I)Cl)N1CC(CC1)(C(NC1CC1)=O)NC(OC(C)(C)C)=O tert-butyl (1-(2-((6-((tert-butoxycarbonyl)amino)-9H-purin-9-yl)methyl)-4-chloro-3-iodophenyl)-3-(cyclopropylcarbamoyl)pyrrolidin-3-yl)carbamate